ClC1=C(C=CC=C1C1=C(C(=NC=C1)C1=CC(=C(C=C1)CNC[C@@H]1NC(CC1)=O)OC)C)C1=CC=C(C(=N1)OC)CNC[C@@H]1CCC(N1)=O (S)-5-((((6-(2-chloro-3-(2-(3-methoxy-4-(((((R)-5-oxopyrrolidin-2-yl)methyl)amino)methyl)phenyl)-3-methylpyridin-4-yl)phenyl)-2-methoxypyridin-3-yl)methyl)amino)methyl)pyrrolidin-2-one